3-tert-butyl-N-(1-adamantyl)-1H-pyrazole-5-carboxamide C(C)(C)(C)C1=NNC(=C1)C(=O)NC12CC3CC(CC(C1)C3)C2